N(=NC)C azomethane